CC(C)(S(=O)NCC1=NC=CC(=C1)C1=CC(=CC=2C=C(OC21)F)COC2=C(C=C(C=C2)F)CC(=O)OCC)C ethyl 2-(2-((7-(2-((1,1-dimethylethylsulfinamido)methyl)pyridin-4-yl)-2-fluorobenzofuran-5-yl)methoxy)-5-fluorophenyl)acetate